(2-ethylhexyl)carbazole C(C)C(CC1=CC=CC=2C3=CC=CC=C3NC12)CCCC